3-fluoro-5-methoxybenzyl-3,4-dihydroisoquinoline-2(1H)-formamide FC=1C=C(CC2N(CCC3=CC=CC=C23)C(=O)N)C=C(C1)OC